methyl (Z)-3-(chloro(4-(hydroxymethyl)phenyl)methylene)-2-oxoindoline-5-carboxylate Cl\C(=C\1/C(NC2=CC=C(C=C12)C(=O)OC)=O)\C1=CC=C(C=C1)CO